4-[(4-hydroxyphenyl)methyl]phenolate OC1=CC=C(C=C1)CC1=CC=C(C=C1)[O-]